N-(4-methylphenyl)phenylhydrazinecarboxylic acid chloride CC1=CC=C(C=C1)N(NC1=CC=CC=C1)C(=O)Cl